N1=CC(=CC=C1)OC(CN)C 2-(pyridin-3-yloxy)propan-1-amine